4-amino-7-cyclopropyl-1-(2,3-dihydrobenzofuran-4-yl)quinazolin-2(1H)-one NC1=NC(N(C2=CC(=CC=C12)C1CC1)C1=CC=CC2=C1CCO2)=O